5-chloro-N1,N1,N3,N3-Tetraphenyl-benzene-1,3-diamine ClC=1C=C(C=C(C1)N(C1=CC=CC=C1)C1=CC=CC=C1)N(C1=CC=CC=C1)C1=CC=CC=C1